NCC1=CC(=NN1C1COC1)C(=O)N(C)C 5-(aminomethyl)-N,N-dimethyl-1-(oxetan-3-yl)-1H-pyrazole-3-carboxamide